CN1C(=NN=C1)C1(CC(C1)C#N)C1=CC(=CC=C1)N1C(C2=CC(=CC(=C2C1)C(F)(F)F)CN1C[C@H](CCC1)C)=O (1R,3S)-3-(4-methyl-4H-1,2,4-triazol-3-yl)-3-(3-(6-(((S)-3-methylpiperidin-1-yl)methyl)-1-oxo-4-(trifluoromethyl)isoindolin-2-yl)phenyl)cyclobutane-1-carbonitrile